COC1=C(C(=CC=C1)OC)C1=CN(C2=NC(=CC=C21)NC(=O)[C@H]2[C@@H](C2)CCN(C)C)COCC[Si](C)(C)C trans-N-(3-(2,6-dimethoxyphenyl)-1-((2-(trimethylsilyl)ethoxy)methyl)-1H-pyrrolo[2,3-b]pyridin-6-yl)-2-(2-(dimethylamino)ethyl)cyclopropane-1-carboxamide